N,6-bis(methyl-d3)-5-(piperazin-1-yl)pyridineamide C(NC(=O)C1=NC(=C(C=C1)N1CCNCC1)C([2H])([2H])[2H])([2H])([2H])[2H]